(1S,3S)-3-((2-methyl-6-(1-methyl-5-(((2-(o-tolyl)-2H-tetrazol-5-yl)amino)methyl)-1H-1,2,3-triazol-4-yl)pyridin-3-yl)oxy)cyclohexane-1-carboxylic acid CC1=NC(=CC=C1O[C@@H]1C[C@H](CCC1)C(=O)O)C=1N=NN(C1CNC=1N=NN(N1)C1=C(C=CC=C1)C)C